(2R,6S)-N-{2-[(6-methoxypyridin-3-yl)methyl]-2-azaspiro[3.3]heptan-6-yl}-2,6-dimethyl-4-[5-(trifluoromethyl)pyrimidin-2-yl]piperazine-1-carboxamide COC1=CC=C(C=N1)CN1CC2(C1)CC(C2)NC(=O)N2[C@@H](CN(C[C@@H]2C)C2=NC=C(C=N2)C(F)(F)F)C